C(COCCOCCOCCOCC)(=O)N 3,6,9,12-tetraoxatetradecan-1-amide